thioisocyanate oxalate C(C(=O)O)(=O)O.S(N=C=O)N=C=O